Cl.C1(CC1)C1=NN(C(=C1)C(F)(F)F)CC(=O)N1[C@@H]([C@@H](CC1)N1CCNC2(CC2)C1)C1=C(C(=CC=C1)OC([2H])([2H])[2H])C 2-[3-cyclopropyl-5-(trifluoromethyl)pyrazol-1-yl]-1-[(2R,3R)-3-(4,7-diazaspiro[2.5]octan-7-yl)-2-[2-methyl-3-(trideuteriomethoxy)phenyl]pyrrolidin-1-yl]ethanone hydrochloride